(S)-N1-((6-Amino-2-methylpyridin-3-yl)methyl)-2-((R)-2-amino-4-phenylbutanamido)pentanediamide Di-trifluoroacetate FC(C(=O)O)(F)F.FC(C(=O)O)(F)F.NC1=CC=C(C(=N1)C)CNC([C@H](CCC(=O)N)NC([C@@H](CCC1=CC=CC=C1)N)=O)=O